CO[C@H]1COCC[C@H]1N (3R,4R)-3-methoxytetrahydropyran-4-amine